tert-butyl 8,8-difluoro-5-oxo-2-azaspiro[3.4]octane-2-carboxylate FC1(CCC(C12CN(C2)C(=O)OC(C)(C)C)=O)F